2-(3-Fluorobenzyl)-6-(methylcarbamoyl)isonicotinic acid tert-butyl ester C(C)(C)(C)OC(C1=CC(=NC(=C1)C(NC)=O)CC1=CC(=CC=C1)F)=O